OC1(CCC1)C1=CC(=C(C=N1)C1=NC=C2C=C(N=CC2=C1)NC(C)=O)C N-{7-[6-(1-hydroxycyclobutyl)-4-methylpyridin-3-yl]-2,6-naphthyridin-3-yl}acetamide